isocyanate compound with p-cumylphenol C(C)(C)(C1=CC=CC=C1)C1=CC=C(C=C1)O.[N-]=C=O